ClC1=NC=2CC(NCC2C=C1)CCC(C)(C)C 2-chloro-7-(3,3-dimethylbutyl)-5,6,7,8-tetrahydro-1,6-naphthyridine